CN1N=C(C(=C1)[N+](=O)[O-])C=O 1-methyl-4-nitro-1H-pyrazole-3-carbaldehyde